(R)-3-(((7-(2-aminopyrimidin-4-yl)-2,3-dihydrofuro[3,2-c]pyridin-4-yl)amino)methyl)-N-(5-(2-methylpiperazin-1-yl)pyridin-2-yl)benzamide NC1=NC=CC(=N1)C=1C2=C(C(=NC1)NCC=1C=C(C(=O)NC3=NC=C(C=C3)N3[C@@H](CNCC3)C)C=CC1)CCO2